tert-Butyl (2-((3S,4R)-3-fluoro-4-((2-(3-((2-methoxy-4-(methylsulfonyl)phenyl)amino)prop-1-yn-1-yl)-1-(2,2,2-trifluoroethyl)-1H-indol-4-yl)amino)piperidin-1-yl)-2-oxoethyl)carbamate F[C@H]1CN(CC[C@H]1NC1=C2C=C(N(C2=CC=C1)CC(F)(F)F)C#CCNC1=C(C=C(C=C1)S(=O)(=O)C)OC)C(CNC(OC(C)(C)C)=O)=O